NC1=NC=2C=C(C(=CC2C2=C1C=NN2C)C(=O)N2C[C@H]([C@@H](C2)CO)C2=C(C=C(C=C2)C(F)(F)F)F)Cl (4-amino-7-chloro-1-methyl-1H-pyrazolo[4,3-c]quinolin-8-yl)((3R,4S)-3-(2-fluoro-4-(trifluoromethyl)phenyl)-4-(hydroxymethyl)-1-pyrrolidinyl)methanone